COC1=CC=C(CN(C2=CC(=C(C(=N2)C2=C(C(=C3C(NC=NC3=C2)=O)OCCNC2(CC2)C=2C(=NC=CC2)NCC2=CC=C(C=C2)OC)Cl)C(F)(F)F)C)CC2=CC=C(C=C2)OC)C=C1 7-(6-(bis(4-methoxybenzyl)amino)-4-methyl-3-(trifluoromethyl)pyridin-2-yl)-6-chloro-5-(2-((1-(2-((4-methoxybenzyl)amino)pyridin-3-yl)cyclopropyl)amino)ethoxy)quinazolin-4(3H)-one